2-(3-(5-amino-6-(3-hydroxy-3-methylbut-1-ynyl)pyrazin-2-yl)-4-methylphenyl)-3,3,3-trifluoro-2-hydroxypropanamide NC=1N=CC(=NC1C#CC(C)(C)O)C=1C=C(C=CC1C)C(C(=O)N)(C(F)(F)F)O